Cl.C1(CC1)CNCCC1=CNC2=NC=C(C=C21)F N-(cyclopropylmethyl)-2-(5-fluoro-1H-pyrrolo[2,3-b]pyridin-3-yl)ethan-1-amine hydrochloride